8-fluoro-1,1-dioxo-2,3-dihydro-1λ6,5-benzothiazepine FC1=CC2=C(N=CCCS2(=O)=O)C=C1